N-(5-(cyclohexylethynyl)-2-(3-ethyl-4-methylpiperazin-1-yl)phenyl)-6-oxo-4-(trifluoromethyl)-1,6-dihydropyridine-3-carboxamide C1(CCCCC1)C#CC=1C=CC(=C(C1)NC(=O)C1=CNC(C=C1C(F)(F)F)=O)N1CC(N(CC1)C)CC